ClC1=CC=C(C=C1)C=1N=C2N(C=CC=C2)C1C=1N=NN(C1)CCC1=CC(=C(C=C1)Cl)Cl 2-(4-Chlorophenyl)-3-(1-(3,4-dichlorophenethyl)-1H-1,2,3-triazol-4-yl)imidazo[1,2-a]pyridin